(1r,4r)-methyl 4-(4-bromo-3-methylphenoxy)cyclohexanecarboxylate BrC1=C(C=C(OC2CCC(CC2)C(=O)OC)C=C1)C